C[C@@H](COCC1=CC=CC=C1)O (S)-(+)-1-benzyloxy-2-propanol